3,5-bis(3,4,5-trihydroxyphenyl)-4-hydroxyphenyl-thioether OC=1C=C(C=C(C1O)O)C=1C=C(C=C(C1O)C1=CC(=C(C(=C1)O)O)O)SC1=CC(=C(C(=C1)C1=CC(=C(C(=C1)O)O)O)O)C1=CC(=C(C(=C1)O)O)O